dimethylpentyl Sulfosuccinate (dimethylamyl Sulfosuccinate) CC(CCCCC(C(=O)O)(CC(=O)O)S(=O)(=O)O)C.S(=O)(=O)(O)C(C(=O)OC(CCCC)(C)C)CC(=O)O